N-(2,4-dihydroxyphenyl)pyridine-3-carboxamide OC1=C(C=CC(=C1)O)NC(=O)C=1C=NC=CC1